lithium fluoroethylene glycol FC(CO)O.[Li]